2-amino-N-methoxy-N,5-dimethylthiophene-3-carboxamide NC=1SC(=CC1C(=O)N(C)OC)C